N1=CC(=CC=C1)C1=C(C=CC=C1)C1=C(C(=NC(=C1N1C2=C(C=3C=CC=CC13)N=CC=C2)N2C1=C(C=3C=CC=CC23)N=CC=C1)N1C2=C(C=3C=CC=CC13)N=CC=C2)N2C1=C(C=3C=CC=CC23)N=CC=C1 5,5',5'',5'''-(4-(2-(pyridin-3-yl)phenyl)pyridine-2,3,5,6-tetrayl)tetrakis(5H-pyrido[3,2-b]indole)